ammonia aluminum hydroxide [OH-].[Al+3].N.[OH-].[OH-]